CCCCC(=O)Cl n-valeroyl chloride